estratetraenone C[C@@]12C(C=CC1=C1C=CC3=CCCC[C@@H]3[C@H]1CC2)=O